Lauramid oxid C(CCCCCCCCCCC)(=O)[NH2]=O